ethyl (Z)-3-(phenylamino)-3-(o-tolyl)acrylate C1(=CC=CC=C1)N\C(=C/C(=O)OCC)\C1=C(C=CC=C1)C